N1CC(C1)N1N=NC(=C1)CNC1=C2C(N(C(C2=CC=C1)=O)C1C(NC(CC1)=O)=O)=O 4-(((1-(azetidin-3-yl)-1H-1,2,3-triazol-4-yl)methyl)amino)-2-(2,6-dioxopiperidin-3-yl)isoindoline-1,3-dione